N-(4-((3-chloro-4-fluorophenyl)amino)-7-(3-(4-(4-((2-(2,6-dioxopiperidin-3-yl)-1-oxoisoindolin-4-yl)amino)butyl)piperazin-1-yl)propoxy)quinazolin-6-yl)acrylamide ClC=1C=C(C=CC1F)NC1=NC=NC2=CC(=C(C=C12)NC(C=C)=O)OCCCN1CCN(CC1)CCCCNC1=C2CN(C(C2=CC=C1)=O)C1C(NC(CC1)=O)=O